3,5-dimethylpyridine-N-oxide CC1=CC(=C[N+](=C1)[O-])C